5-Bromo-N-(3-chloro-5-((2-(diisopropylamino)ethyl)thio)phenyl)-2-hydroxybenzenesulfonamide BrC=1C=CC(=C(C1)S(=O)(=O)NC1=CC(=CC(=C1)SCCN(C(C)C)C(C)C)Cl)O